dimethyl-3,4-epoxy-cyclohexane-1,2-dicarboxylate COC(=O)C1C(C2C(CC1)O2)C(=O)OC